NC1=NC(=C(C=2N1C(N(N2)CCN2CCC(CC2)NC2=NC=C(C=C2)C)=O)C2=CC(=NC(=C2)C)C)C2=CC=CC=C2 5-amino-8-(2,6-dimethyl-4-pyridinyl)-2-[2-[4-[(5-methyl-2-pyridinyl)amino]-1-piperidinyl]ethyl]-7-phenyl-[1,2,4]triazolo[4,3-c]pyrimidin-3-one